8-((2s,5s)-4-((2,2-difluorobenzo[d][1,3]dioxol-5-yl)methyl)-5-(hydroxymethyl)-2-methylpiperazin-1-yl)-5-methyl-6-oxo-5,6-dihydro-1,5-naphthyridine-2-carbonitrile FC1(OC2=C(O1)C=CC(=C2)CN2C[C@@H](N(C[C@H]2CO)C2=CC(N(C=1C=CC(=NC21)C#N)C)=O)C)F